C[C@H](CCCC(C)C)[C@H]1CC[C@@]2([C@@]1(CC[C@H]3[C@H]2CC[C@@H]4[C@@]3(CCCC4(C)C)C)C)C Lanostane